Ethyl Isovalerate (ethyl 3-methylbutanoate) C(C)C(C(=O)O)C(C)C.C(CC(C)C)(=O)OCC